C1=CC=C2C(=C1)NC(=O)C=N2 The molecule is a hydroxyquinoxaline that consists of quinoxaline having a single hydroxy substituent located at position 2. It has a role as a metabolite. It derives from a hydride of a quinoxaline.